FC(CC1=C(NC2=CC=C(C=C12)C(=O)N(CC)CCN(C)C)C1=CC(=NC(=C1)C)C)F 3-(2,2-difluoroethyl)-N-(2-(dimethylamino)ethyl)-2-(2,6-dimethylpyridin-4-yl)-N-ethyl-1H-indole-5-carboxamide